2-(4,4-difluoropiperidin-1-yl)-6-methoxy-N-(methoxymethyl)-7-(3-(pyrrolidin-1-yl)prop-1-yn-1-yl)quinazolin-4-amine FC1(CCN(CC1)C1=NC2=CC(=C(C=C2C(=N1)NCOC)OC)C#CCN1CCCC1)F